CC(C)(C)OC(=O)N1OC=CN=CC1 1,2,5-oxadiazepine-2-carboxylic acid-2-methylpropan-2-yl ester